FC=1C=C(C=CC1C1=NOC(=N1)C(F)(F)F)N=S(=O)(C(F)(F)F)C1=NC=CC=C1 ((3-fluoro-4-(5-(trifluoromethyl)-1,2,4-oxadiazol-3-yl)phenyl)imino)(pyridin-2-yl)(trifluoromethyl)-λ6-sulfanone